COC1=CC=C(C=C1)C(=CO[C@@H](C(=O)OCCC1=CC=CC=C1)C)C |r| (±)-phenethyl 2-((2-(4-methoxyphenyl)prop-1-en-1-yl)oxy)propanoate